3-((2-(1H-pyrrolo[2,3-b]pyridin-3-yl)pyrimidin-4-yl)amino)-1-(methanesulfonyl)azetidine-3-carbonitrile N1C=C(C=2C1=NC=CC2)C2=NC=CC(=N2)NC2(CN(C2)S(=O)(=O)C)C#N